10,13-dihydroxyheneicosanoic acid OC(CCCCCCCCC(=O)O)CCC(CCCCCCCC)O